(S)-N-(3,5-difluoro-4-((6-methoxy-7-(2-(methylamino)ethoxy)quinolin-4-yl)oxy)phenyl)-4-(2-hydroxypropoxy)pyridine-3-carboxamide FC=1C=C(C=C(C1OC1=CC=NC2=CC(=C(C=C12)OC)OCCNC)F)NC(=O)C=1C=NC=CC1OC[C@H](C)O